C(C)(C)(C)OC(=O)N[C@H](C(=O)O)CC1=C(C=C(C=C1)O)F (2S)-2-[(tert-butoxycarbonyl)amino]-3-(2-fluoro-4-hydroxyphenyl)propionic acid